(3-(2-((tert-Butyldimethylsilyl)oxy)ethoxy)-4-fluorophenyl)methanol [Si](C)(C)(C(C)(C)C)OCCOC=1C=C(C=CC1F)CO